FC(OC1=C(C=C(C=C1)OC1=CC(=CC=C1)[C@@H]1NCCOC1)C1=NN(C=C1NC(=O)C=1C=NN2C1N=CC=C2)C)F N-[3-[2-(difluoromethoxy)-5-[3-[(3S)-morpholin-3-yl]phenoxy]phenyl]-1-methyl-1H-pyrazol-4-yl]pyrazolo[1,5-a]pyrimidine-3-carboxamide